(5-morpholinopyridin-3-yl)boronic acid O1CCN(CC1)C=1C=C(C=NC1)B(O)O